methyl 3-bromo-4-(((1R,3R)-3-((tert-butoxycarbonyl)amino)cyclopentyl) amino)-1-((2-(trimethylsilyl)ethoxy)methyl)-1H-pyrrolo[2,3-b]pyridine-5-carboxylate BrC1=CN(C2=NC=C(C(=C21)N[C@H]2C[C@@H](CC2)NC(=O)OC(C)(C)C)C(=O)OC)COCC[Si](C)(C)C